BrC=1C=CC2=C(NC(=N2)C(=O)N2[C@@H](C=3C=CC=NC3CC2)C)C1Cl (R)-(6-Bromo-7-chloro-1H-benzo[d]imidazol-2-yl)(5-methyl-7,8-dihydro-1,6-naphthyridin-6(5H)-yl)methanone